Ethyl 2-((3-(3-cyclopropyl-5-((2-fluoro-4-iodophenyl)amino)-6,8-dimethyl-2,4,7-trioxo-3,4,6,7-tetrahydropyrido[4,3-d]pyrimidin-1(2H)-yl)phenyl)amino)-2-oxoacetate C1(CC1)N1C(N(C=2C(C1=O)=C(N(C(C2C)=O)C)NC2=C(C=C(C=C2)I)F)C=2C=C(C=CC2)NC(C(=O)OCC)=O)=O